N1(CCCCC1)C1CCN(CC1)C(=O)OC1=C2N(N=CC1=O)[C@H]([C@@H]1N(C2=O)CCC1)[C@H](C1=CC(=CC=C1)F)C1=C(C(=CC=C1)F)F (9aR,10S)-10-((R)-(2,3-difluorophenyl) (3-fluorophenyl) methyl)-3,5-dioxo-3,5,8,9,9a,10-hexahydro-7H-pyrrolo[1',2':4,5]pyrazino[1,2-b]pyridazin-4-yl [1,4'-bipiperidine]-1'-carboxylate